N(CCCCCCCCCCCCCCCCCCCCCCCCCCCCCCCCCCC)=O azahexatriacontan-1-one